methyl 4-(bromomethyl)-2,6-dichloronicotinate BrCC1=CC(=NC(=C1C(=O)OC)Cl)Cl